(S)-2-amino-N-(4-chloro-3-methylphenyl)-4-(cyclopropylamino)butanamide N[C@H](C(=O)NC1=CC(=C(C=C1)Cl)C)CCNC1CC1